Tert-butyl (1-(2-bromo-4-chloro-3-fluorobenzyl)cyclopentyl)carbamate BrC1=C(CC2(CCCC2)NC(OC(C)(C)C)=O)C=CC(=C1F)Cl